S1C(=NC2=C1C=CC=C2)[C@]2(N[C@H](CC=1C3=CC=CC=C3NC21)C(=O)O)C2CCCCC2 benzothiazol-2-yl-(1S,3R)-1-cyclohexyl-1,2,3,4-tetrahydro-β-carboline-3-carboxylic acid